N-(3-methylpentane-2-yl)pentane-1,5-diamine CC(C(C)NCCCCCN)CC